(2-chloro-furo[3,2-d]pyrimidin-4-yl)-[1-(3,4,5-trimethoxy-phenyl)-1H-imidazol-4-yl]-amine ClC=1N=C(C2=C(N1)C=CO2)NC=2N=CN(C2)C2=CC(=C(C(=C2)OC)OC)OC